(4-amino-1-methylimidazo[1,5-a]pyrido[3,4-e]pyrazin-8-yl)((3S,4aS,9bS)-3-fluoro-7-(trifluoromethoxy)-3,4,4a,9b-tetrahydrobenzofuro[3,2-b]pyridin-1(2H)-yl)methanone NC=1C=2N(C3=C(N1)C=NC(=C3)C(=O)N3[C@@H]1[C@H](C[C@@H](C3)F)OC3=C1C=CC(=C3)OC(F)(F)F)C(=NC2)C